C1CC2=C(C=CC(=C2)F)O[C@H]1[C@H](CNC[C@@H]([C@@H]3CCC4=C(O3)C=CC(=C4)F)O)O.Cl The molecule is a hydrochloride obtained by reaction of (R,S,S,S)-nebivolol with one equivalent of hydrochloric acid. It contains a (R,S,S,S)-nebivolol(1+). It is an enantiomer of a (S,R,R,R)-nebivolol hydrochloride.